ClC1=C(C=CC(=C1F)F)C1C(=C(NC(=N1)C=1SC=CN1)[C@H]1CC[C@H](CC1)C=1OC=C(N1)C(=O)OC)C(=O)OCC (cis)-Methyl 2-(4-(6-(2-chloro-3,4-difluorophenyl)-5-(ethoxycarbonyl)-2-(thiazol-2-yl)-3,6-dihydropyrimidin-4-yl)cyclohexyl)oxazole-4-carboxylate